[3,3-difluoro-2-[[5-oxo-4-[2-(2-thienyl)ethyl]-1,2,4-triazol-1-yl]methyl]allyl]carbamic acid tert-butyl ester C(C)(C)(C)OC(NCC(=C(F)F)CN1N=CN(C1=O)CCC=1SC=CC1)=O